3-aminomethyl-3-hydroxy-azetidine-1-carboxylic acid tert-butyl ester C(C)(C)(C)OC(=O)N1CC(C1)(O)CN